ethyl (R)-2-(1-(6-(5-((((3,3-difluorocyclobutyl)(methyl)carbamoyl)oxy)methyl)-1-methyl-1H-1,2,3-triazol-4-yl)-2-(trifluoromethyl)pyridin-3-yl)piperidin-3-yl)acetate FC1(CC(C1)N(C(=O)OCC1=C(N=NN1C)C1=CC=C(C(=N1)C(F)(F)F)N1C[C@H](CCC1)CC(=O)OCC)C)F